Morpholino(4-nitrophenyl)methanone O1CCN(CC1)C(=O)C1=CC=C(C=C1)[N+](=O)[O-]